FC=1C=C(C=CC1NC1=NNC(=C1)C1=CC=C(C=C1)O)O 3-fluoro-4-((5-(4-hydroxyphenyl)-1H-pyrazol-3-yl)amino)phenol